FC=1C=C2CCN(CC2=CC1OC1=CC=C(C=C1)F)C(C=C)=O 1-(6-fluoro-7-(4-fluorophenoxy)-3,4-dihydroisoquinolin-2(1H)-yl)prop-2-en-1-one